C(=O)C=1C=C(C=C(C1)C(F)(F)F)N1CCC(CC1)(C(=O)OCC)C ethyl 1-(3-formyl-5-(trifluoromethyl) phenyl)-4-methylpiperidine-4-carboxylate